5-methoxy-N-(1-(3-methoxypropyl)-1H-indazol-3-yl)-2,2-dimethyl-2H-chromen-6-carboxamide COC1=C2C=CC(OC2=CC=C1C(=O)NC1=NN(C2=CC=CC=C12)CCCOC)(C)C